4-Chloro-2,6-dimethylaniline hydrochloride Cl.ClC1=CC(=C(N)C(=C1)C)C